ClC=1C=C(N(C2=CC=NC3=CC=C(N=C23)O)CCOCCCNC(OC(C)(C)C)=O)C=CC1F tert-butyl N-[3-[2-(3-chloro-4-fluoro-N-(6-hydroxy-1,5-naphthyridin-4-yl)anilino)ethoxy]propyl]carbamate